C(C)ON(C1=CC=C(C(=O)OCC)C=C1)OCC ethyl N,N-diethoxy-para-aminobenzoate